2,4,5-trifluorobenzoic acid methyl ester COC(C1=C(C=C(C(=C1)F)F)F)=O